C(C1=CC=CC=C1)OC(=O)N1C[C@H](CCC1)N1CCC(CC1)O[Si](C1=CC=CC=C1)(C1=CC=CC=C1)C(C)(C)C (3S)-3-[4-[tert-butyl-(diphenyl)silyl]oxy-1-piperidinyl]piperidine-1-carboxylic acid benzyl ester